3-(4-Ethylphenyl)-N-methylcyclobutan-1-amine trifluoroacetate salt FC(C(=O)O)(F)F.C(C)C1=CC=C(C=C1)C1CC(C1)NC